4-(6-amino-2-chloro-9H-purin-9-yl)-N-(1H-imidazol-2-yl)cyclohexanecarboxamide NC1=C2N=CN(C2=NC(=N1)Cl)C1CCC(CC1)C(=O)NC=1NC=CN1